acryloyloxydecyl-oxycarbonyl-phthalic acid C(C=C)(=O)OCCCCCCCCCCOC(=O)C1=C(C(C(=O)O)=CC=C1)C(=O)O